FC1=C(C=CC=C1)COC1=CC=2N(C=C1)N=C(C2C(=O)NC(C(=O)N)(CC)CO)C 2-({5-[(2-fluorophenyl)methoxy]-2-methylpyrazolo[1,5-a]pyridin-3-yl}formamido)-2-(hydroxymethyl)butanamide